(R)-5-((5-Bromo-2-nitrophenyl)amino)-4-methylpentan-1-ol BrC=1C=CC(=C(C1)NC[C@@H](CCCO)C)[N+](=O)[O-]